[2-[2-(1-methylpyrazol-4-yl)-7-morpholino-furo[3,2-b]pyridin-5-yl]-5-(m-tolyl)pyrazol-3-yl]methanol CN1N=CC(=C1)C1=CC2=NC(=CC(=C2O1)N1CCOCC1)N1N=C(C=C1CO)C=1C=C(C=CC1)C